isobutoxymethyl(3-ethyl-3-oxetanylmethyl)ether C(C(C)C)OCOCC1(COC1)CC